(S)-2-(N-(4-Amino-5-benzoylthiazol-2-yl)-4-fluoroanilino)propanamid NC=1N=C(SC1C(C1=CC=CC=C1)=O)N(C1=CC=C(C=C1)F)[C@H](C(=O)N)C